Cl.C1(=CC=CC2=CC=CC=C12)NN 1-naphthylhydrazine hydrochloric acid salt